2-(5-(1-((2r,5s)-4-(2-(cyanomethyl)-5-methyl-6-oxo-5,6-dihydroimidazo[1,2-b]pyridazin-8-yl)-2,5-diethylpiperazin-1-yl)ethyl)pyridin-2-yl)-2-methylpropanenitrile C(#N)CC=1N=C2N(N(C(C=C2N2C[C@H](N(C[C@@H]2CC)C(C)C=2C=CC(=NC2)C(C#N)(C)C)CC)=O)C)C1